(3R)-6-chloro-3-(5-chloro-2-methoxyphenyl)-3-methyl-1H-pyrrolo[3,2-b]pyridin-2(3H)-one ClC=1C=C2C(=NC1)[C@@](C(N2)=O)(C)C2=C(C=CC(=C2)Cl)OC